((1R,3S)-cyclohexane-1,3-diyl)dibenzyl dicarbamate C(N)(OC(C1=CC=CC=C1)[C@H]1C[C@H](CCC1)C(C1=CC=CC=C1)OC(N)=O)=O